CC(C(=O)O)(C)C1=CC=NN1 2-methyl-2-(1H-pyrazol-5-yl)propanoic acid